(3,4-dihydroxyphenyl)-2-((1-(4-fluorophenyl)-1H-tetrazol-5-yl)thio)ethan-1-one OC=1C=C(C=CC1O)C(CSC1=NN=NN1C1=CC=C(C=C1)F)=O